tert-butyl (2R,6S)-4-(9-chloro-10-(2,4-difluorophenyl)-5-oxo-2,3-dihydro-5H-[1,4]thiazino[2,3,4-ij]quinazolin-7-yl)-2,6-dimethylpiperazine-1-carboxylate ClC=1C=C2C(=NC(N3C2=C(C1C1=C(C=C(C=C1)F)F)SCC3)=O)N3C[C@H](N([C@H](C3)C)C(=O)OC(C)(C)C)C